4-(3-methoxy-2-nitro-anilino)piperidine-1-carboxylic acid tert-butyl ester C(C)(C)(C)OC(=O)N1CCC(CC1)NC1=C(C(=CC=C1)OC)[N+](=O)[O-]